(2R)-2-Methylcyclohexan-1-amine C[C@H]1C(CCCC1)N